CC(C)(C1=CC=C(C=C1)O)C1=CC(=CC=C1)C(C)(C1=CC=C(C=C1)O)C1=CC=C(C=C1)O 1-[α-methyl-α-(4-hydroxyphenyl)ethyl]-3-[α,α-bis(4-hydroxyphenyl)ethyl]benzene